tert-butyl 2-cyano-6,7-dihydropyrazolo[1,5-a]pyrazine-5(4H)-carboxylate C(#N)C1=NN2C(CN(CC2)C(=O)OC(C)(C)C)=C1